Cl.NCCS 2-aminoethanethiol, hydrochloride